ClC1=CC=CC(=N1)C(CNC(=O)C1=NOC(=C1)C)(C)C=1C=NN(C1)C N-[2-(6-chloro-2-pyridyl)-2-(1-methylpyrazol-4-yl)propyl]-5-methyl-isoxazole-3-carboxamide